C(N)(=O)C1=C(N=C(N=N1)SC)NC1=CC(=C(C=C1)N1CCNCC1)F 4-(4-((6-carbamoyl-3-(methylthio)-1,2,4-triazin-5-yl)amino)-2-fluorophenyl)piperazine